C12(CC3CC(CC(C1)C3)C2)C(=O)[O-] adamantanecarboxylate